N-(t-butoxycarbonyl)pentyl-L-prolyl-S-(phenylethynyl)-L-cysteine methyl ester carbon [C].COC([C@@H](NC([C@H]1N(CCC1)CCCCCC(=O)OC(C)(C)C)=O)CSC#CC1=CC=CC=C1)=O